3-[(3-fluoro-2-methoxyphenyl)amino]-2-{3-[(1S)-1-[(2R)-1-(prop-2-enoyl)azetidin-2-yl]ethoxy]pyridin-4-yl}-1H,5H,6H,7H-pyrrolo[3,2-c]pyridin-4-one FC=1C(=C(C=CC1)NC1=C(NC2=C1C(NCC2)=O)C2=C(C=NC=C2)O[C@@H](C)[C@@H]2N(CC2)C(C=C)=O)OC